C(#N)C1=CC(=C(C=C1)C=1C=NN(C1O)C1=NC=C(C(=O)O)C=C1)CC 6-(4-(4-Cyano-2-ethylphenyl)-5-hydroxy-1H-pyrazol-1-yl)nicotinic acid